oxapentaazacyclononadecene N1=NONNNCCCCCCCCCCCCC1